tetra-hexylphosphonium chloride [Cl-].C(CCCCC)[P+](CCCCCC)(CCCCCC)CCCCCC